2-(isoindolin-2-ylmethyl)-5-((1-(morpholine-4-carbonyl)piperidin-4-yl)methoxy)-4H-pyran-4-one C1N(CC2=CC=CC=C12)CC=1OC=C(C(C1)=O)OCC1CCN(CC1)C(=O)N1CCOCC1